7-(2-methyl-5-((2,5,5-trimethylmorpholino)sulfonyl)phenyl)imidazo[2,1-f][1,2,4]triazin-4-amine CC1=C(C=C(C=C1)S(=O)(=O)N1CC(OCC1(C)C)C)C1=CN=C2C(=NC=NN21)N